FC1(C2(CNC2)CCN(C1)C[C@@H](CC(=O)OC)C1=CC(=CC=C1)N1N=C(C=C1C)C)F methyl (S)-4-(5,5-difluoro-2,7-diazaspiro[3.5]nonane-7-yl)-3-(3-(3,5-dimethyl-1H-pyrazol-1-yl)phenyl)butanoate